5-cyclopropyl-1,2,4-oxadiazol C1(CC1)C1=NC=NO1